2-((1-(5,6-diphenylpyrazin-2-yl)piperidin-4-yl)methoxy)acetic acid C1(=CC=CC=C1)C=1N=CC(=NC1C1=CC=CC=C1)N1CCC(CC1)COCC(=O)O